(R)-2-((1-(3-(2-azabicyclo[2.2.2]octan-2-yl)-2-cyano-7-methylquinoxalin-5-yl)ethyl)amino)benzoic acid C12N(CC(CC1)CC2)C=2C(=NC1=CC(=CC(=C1N2)[C@@H](C)NC2=C(C(=O)O)C=CC=C2)C)C#N